C1(CC1)OC=1N=C2N(C=CC=C2)C1I Cyclopropoxy-3-iodoimidazo[1,2-a]pyridine